N(=NC(C)(OC(C)=O)C1=CC=CC=C1)C(C)(C1=CC=CC=C1)OC(C)=O 1,1'-azobis-(1-acetoxy-1-phenylethane)